FC1(CC2(CN(C2)C=2OC(=C(N2)C(=O)NC2=CC(=C(C=C2)N2CCCCC2)C(F)(F)F)CC(F)(F)F)C1)F 2-{6,6-difluoro-2-azaspiro[3.3]heptan-2-yl}-N-[4-(piperidin-1-yl)-3-(trifluoromethyl)phenyl]-5-(2,2,2-trifluoroethyl)oxazole-4-carboxamide